cyclopentyl-2-methylsulfanyl-7H-pyrrolo[2,3-d]pyrimidine-6-carboxylic acid tert-butyl ester C(C)(C)(C)OC(=O)C1=CC2=C(N=C(N=C2C2CCCC2)SC)N1